N1CC(C1)CCC(F)(F)C=1C=C(C=CC1)[C@@H](C)NC=1C2=C(N=CN1)N(C(C(=C2)C2(CCS(CC2)(=O)=O)C#N)=O)CCCCCC=O (R)-4-(4-((1-(3-(3-(azetidin-3-yl)-1,1-difluoropropyl)phenyl)ethyl)amino)-7-oxo-8-(6-oxohexyl)-7,8-dihydropyrido[2,3-d]pyrimidin-6-yl)tetrahydro-2H-thiopyran-4-carbonitrile 1,1-dioxide